ClC=1C=CC(=C(CN(CCNC(OC(C)(C)C)=O)C2=C(C=CC=C2)Cl)C1)C#N tert-butyl (2-((5-chloro-2-cyanobenzyl)(2-chlorophenyl)amino) ethyl)carbamate